ClC1=CC=C(CN(P(OCC)(=O)CC2=CC=C(C=C2)C2=NOC(=N2)C(F)(F)F)C)C=C1 ethyl N-(4-chlorobenzyl)-N-methyl-P-(4-(5-(trifluoromethyl)-1,2,4-oxadiazol-3-yl)benzyl)phosphonamidate